ethenone formic acid salt C(=O)O.C(=C)=O